2-[4-fluoro-6-(6-piperazin-1-yl-3-pyridinyl)indazol-2-yl]-N-thiazol-2-yl-acetamide hydrochloride Cl.FC=1C2=CN(N=C2C=C(C1)C=1C=NC(=CC1)N1CCNCC1)CC(=O)NC=1SC=CN1